N1(CCC1)CCOC1=C(C=C(C=C1)NC(=O)C1=CC=NN1C)C=1C(=NOC1C)C N-(4-(2-(azetidin-1-yl)ethoxy)-3-(3,5-dimethylisoxazol-4-yl)phenyl)-1-methyl-1H-pyrazole-5-carboxamide